FC1=CC=C(OCC2=NN=C(S2)NC(C2=CN=C(C=C2C2=C(C=CC=C2)OC)C)=O)C=C1 N-(5-((4-fluorophenoxy)methyl)-1,3,4-thiadiazol-2-yl)-4-(2-methoxyphenyl)-6-methylnicotinamide